Cl.C(C)(C)N(C(=O)C=1N=C(SC1)C=1C=NN(C1)C1=C(C=CC=C1)C(F)(F)F)C1CCNCC1 N-isopropyl-N-(piperidin-4-yl)-2-(1-(2-(trifluoromethyl)phenyl)-1H-pyrazol-4-yl)thiazole-4-carboxamide hydrochloride